2-chloro-4-(3,4-dihydro-2H-pyran-6-yl)pyridin-3-amine ClC1=NC=CC(=C1N)C1=CCCCO1